C(C)C(COC(=O)C=1C(=CC=C2C=CC=CC12)C(=O)O)CCCCCC.C(CCC(=O)OCC)(=O)OCC diethyl succinate 2,6-Diethylhexyl-naphthalenedicarboxylate